N[C@@H](C(=O)N[C@@H](C(=O)O)CCC)CC1=CC=CC=C1 (R)-2-((R)-2-amino-3-phenylpropionylamino)pentanoic acid